FC(C(=O)O)(F)F.NC=1C(=NC=CC1C(C(F)(F)F)(O)O)Cl 1-(3-amino-2-chloropyridin-4-yl)-2,2,2-trifluoroethane-1,1-diol, trifluoroacetic acid salt